1-isopropyl-3-methyl-6-(2-(trifluoromethyl)benzyl)-1,6-dihydro-2H-pyrrolo[3,4-d]Pyrimidine C(C)(C)N1CN(CC=2C1=CN(C2)CC2=C(C=CC=C2)C(F)(F)F)C